3-(hydroxymethyl)-1-methyl-1H-pyrazole-5-carboxylic acid methyl ester COC(=O)C1=CC(=NN1C)CO